N-[2-(5-chloro-1,3-benzoxazol-2-yl)-2-azaspiro[3.3]Heptan-6-yl]Urethane ClC=1C=CC2=C(N=C(O2)N2CC3(C2)CC(C3)NC(=O)OCC)C1